Cl.CN(CCCN=C=NCC)C (3-dimethylaminopropyl)ethylcarbodiimide HCl